COC(CCCCCCC(NC1=C(C(=C(C(=C1F)F)C(F)(F)F)F)F)=O)=O 8-oxo-8-((2,3,5,6-tetrafluoro-4-(trifluoromethyl)phenyl)amino)octanoic acid methyl ester